Ethyl 2-[(6-chloropyridin-3-yl) methyl]-8-methyl-4,5-dihydro-2H-furo[2,3-g]indazole-7-carboxylate ClC1=CC=C(C=N1)CN1N=C2C3=C(CCC2=C1)OC(=C3C)C(=O)OCC